O1CC(CC1)C1=NC2=CC=CC=C2N=C1 (tetrahydrofuran-3-yl)quinoxalin